CC1(OB(OC1(C)C)C=1C=C(C=C2C=CN=C(C12)C#C[Si](C(C)C)(C(C)C)C(C)C)O)C 8-(4,4,5,5-tetramethyl-1,3,2-dioxaborolan-2-yl)-1-((triisopropylsilyl)ethynyl)isoquinolin-6-ol